5-(6-chloroquinolin-2-yl)indolin-2-one ClC=1C=C2C=CC(=NC2=CC1)C=1C=C2CC(NC2=CC1)=O